(2S,5R)-1-(4'-chloro-2'-methoxy-[1,1'-biphenyl]-4-carbonyl)-5-(2-chlorophenyl)pyrrolidine-2-carboxylic acid ClC1=CC(=C(C=C1)C1=CC=C(C=C1)C(=O)N1[C@@H](CC[C@@H]1C1=C(C=CC=C1)Cl)C(=O)O)OC